tert-butyl (3S)-3-(2-ethoxy-2-oxoethoxy)pyrrolidine-1-carboxylate C(C)OC(CO[C@@H]1CN(CC1)C(=O)OC(C)(C)C)=O